C(C)(C)C1(CC(=NO1)C1=NC=CC2=CC=CC=C12)C(=O)N 5-isopropyl-3-(isoquinoline-1-yl)-4,5-dihydroisooxazol-5-carboxamide